NC=1C=C(C=CC1F)C1=CC(=C(C=C1)OC)NC1=NC=NC2=CC(=C(C=C12)OC1CCN(CC1)C(C=C)=O)OC 1-(4-((4-((3'-amino-4'-fluoro-4-methoxy-[1,1'-biphenyl]-3-yl)amino)-7-methoxyquinazoline-6-yl)oxy)piperidin-1-yl)prop-2-en-1-one